NC1=NC(=C(C=2N1C(N(N2)CC=2N=C(OC2)C)=O)C2=CC(=NC(=C2)C)C)C2=CC=CC=C2 5-amino-8-(2,6-dimethyl-4-pyridinyl)-2-[(2-methyl-oxazol-4-yl)methyl]-7-phenyl-[1,2,4]triazolo[4,3-c]pyrimidin-3-one